4,5-dihydro-2H-spiro[furan-3,3'-indolin] N1CC2(C3=CC=CC=C13)COCC2